ON=C1C2=CC=CC=C2C=2C=CC=CC12 9-(HYDROXYIMINO)-9H-FLUORENE